ethyl 6-((1H-indazol-5-yl) carbamoyl)-7-(6-chloropyridin-3-yl)-5-methyl-4,7-dihydropyrazolo[1,5-a]pyrimidine-2-carboxylate N1N=CC2=CC(=CC=C12)NC(=O)C1=C(NC=2N(C1C=1C=NC(=CC1)Cl)N=C(C2)C(=O)OCC)C